(S)-2-amino-N-(2-(2,5-dioxo-2,5-dihydro-1H-pyrrol-1-yl)ethyl)-3-phenylpropylamide N[C@H](C[N-]CCN1C(C=CC1=O)=O)CC1=CC=CC=C1